(S)-4-(7-methyl-4-((1r,3S)-3-(trifluoromethyl)cyclobutyl)pteridin-2-yl)-2-(6-methylpyridazin-4-yl)morpholine CC1=CN=C2C(=NC(=NC2=N1)N1C[C@@H](OCC1)C1=CN=NC(=C1)C)C1CC(C1)C(F)(F)F